2,4-dioxobutyric acid O=C(C(=O)O)CC=O